C(C)(C)OC1=C(COC2=C(SC=C2)C(=O)NC=2C=NC=CC2)C=CC=C1 3-(2-isopropoxybenzyloxy)-N-(pyridin-3-yl)thiophene-2-carboxamide